CC1=CN=C(N1CC1=C(C=CC=C1)O)C1=CC=C(C=C1)OC(F)(F)F 2-((5-methyl-2-(4-(trifluoromethoxy)phenyl)-1H-imidazol-1-yl)methyl)phenol